OC1(C[C@@H](N(C1)C(=O)OC(C)(C)C)C)C1=C(C=CC=C1)CO tert-butyl (2S)-4-hydroxy-4-(2-(hydroxymethyl)phenyl)-2-methylpyrrolidine-1-carboxylate